3,3-dimethyl-oxetan CC1(COC1)C